4-[5-[(1S)-2-amino-1-hydroxyethyl]pyridin-2-yl]-3-(2-methyl-6-piperidin-1-ylpyridin-4-yl)oxybenzonitrile NC[C@@H](O)C=1C=CC(=NC1)C1=C(C=C(C#N)C=C1)OC1=CC(=NC(=C1)N1CCCCC1)C